2-(4-chloro-3-fluorophenoxy)-N-{3-[(4-ethoxy-6-methylpyrimidin-2-yl)amino]bicyclo[1.1.1]pent-1-yl}acetamide ClC1=C(C=C(OCC(=O)NC23CC(C2)(C3)NC3=NC(=CC(=N3)OCC)C)C=C1)F